9-([1,1'-biphenyl]-3-yl)-9'-phenyl-9H,9'H-3,3'-bicarbazole C1(=CC(=CC=C1)N1C2=CC=CC=C2C=2C=C(C=CC12)C=1C=CC=2N(C3=CC=CC=C3C2C1)C1=CC=CC=C1)C1=CC=CC=C1